ClC1=C(C=CC=C1)N1C(NC(C2=CC=C(C=C12)OC(F)(F)F)=O)=O 1-(2-chlorophenyl)-7-(trifluoromethoxy)-quinazoline-2,4(1H,3H)-dione